5-((2-(9-azabicyclo[3.3.1]nonan-9-yl)ethyl)carbamoyl)-2-methylpyridin C12CCCC(CCC1)N2CCNC(=O)C=2C=CC(=NC2)C